ClC1=CC(=C(COC2=CC=CC(=N2)C2=CC(=C(CC3=NC4=C(N3CCF)C=C(C=C4)C(=O)O)C=C2)F)C=C1)F 2-(4-(6-(4-chloro-2-fluorobenzyloxy)pyridin-2-yl)-2-fluorobenzyl)-1-(2-fluoroethyl)-1H-benzo[d]imidazole-6-carboxylic acid